C1=CC(=CC=C1/C=C/CC[C@@H](CCC2=CC(=C(C=C2)O)O)O)O The molecule is a diarylheptanoid that is (6E)-6-hepten-3-ol substituted by a 3,4-dihydroxyphenyl group at position 1 and a 4-hydroxyphenyl group at position 7 (the 3S-stereoisomer). It has been isolated from the rhizomes of Curcuma kwangsiensis. It has a role as a plant metabolite. It is a diarylheptanoid, a secondary alcohol and a member of catechols.